C(C)OC(=O)C=1C=NC2=C(N=C(C=C2C1Cl)Cl)Cl 4,6,8-Trichloro-1,7-naphthyridine-3-carboxylic acid ethyl ester